6-cyclopropylpyrimidin-4(3H)-one C1(CC1)C1=CC(NC=N1)=O